C(=O)(OC(C)(C)C)NC1=CC(=CC=C1)C#C boc-3-ethynylaniline